Cl.Cl.FC1(CNCCC1C1=CC=C(NC2C(NC(CC2)=O)=O)C=C1)F 3-[4-[3,3-difluoro-4-piperidyl]anilino]piperidine-2,6-dione dihydrochloride